N-(5-((2-(3,3-dimethylazetidin-1-yl)ethyl)carbamoyl)-2-methylpyridin-3-yl)-2-(1-methyl-1H-pyrazol-4-yl)pyrazolo[5,1-b]thiazole-7-carboxamide CC1(CN(C1)CCNC(=O)C=1C=C(C(=NC1)C)NC(=O)C=1C=NN2C1SC(=C2)C=2C=NN(C2)C)C